N[C@@H](CC1=CNC=N1)C(=O)N[C@@H](C)C(=O)O histidyl-alanine